ClC=1C(=C2C=CN(C2=CC1)C1=C(C=C(C=C1)C(C(=O)N)=C)C1=NC=CC=C1)F (4-(5-chloro-4-fluoro-1H-indol-1-yl)-3-(pyridin-2-yl)phenyl)acrylamide